2,3,5,6-tetracyano-1,4-benzoquinone C(#N)C=1C(C(=C(C(C1C#N)=O)C#N)C#N)=O